N1N=CC2=CC(=CC=C12)NC1=NC(=NC=C1C(=O)OCC)Cl Ethyl 4-((1H-indazol-5-yl) amino)-2-chloropyrimidine-5-carboxylate